FC(C(OC(C(OC(C(OC(C(OC(C(OC(C(OC(C(F)(F)F)(F)F)(F)F)(F)F)(F)F)(F)F)(F)F)(F)F)(F)F)(F)F)(F)F)(F)F)(F)F)(O)F perfluoro-3,6,9,12,15,18-hexaoxaeicosan-1-ol